C(#N)CCOP(OCCC#N)N(C(C)C)C(C)C.FC1=C(C=C(C=C1)S(=O)(=O)N(C)CC1=CC=C(C=C1)OC)C=1N=C2N(C1C)CCC2 4-fluoro-N-(4-methoxybenzyl)-N-methyl-3-(3-methyl-6,7-dihydro-5H-pyrrolo[1,2-a]imidazol-2-yl)benzenesulfonamide bis-cyanoethyl-N,N-diisopropyl-phosphoramidite